COC1=CC(=CC2=C1N(C(=N2)C=2N1CCC(NC3=CC=CC(C2)=C13)=O)C)C(=O)N1C[C@@H](CCC1)NC(OC(C)(C)C)=O tert-butyl N-[(3R)-1-[7-methoxy-1-methyl-2-(10-oxo-1,9-diazatricyclo[6.4.1.04,13]trideca-2,4(13),5,7-tetraen-2-yl)benzimidazole-5-carbonyl]-3-piperidyl]carbamate